FC=1C=C(OCC2=CC(=NC=C2)NC(C)=O)C=CC1NC(=O)NC1=C(C(=CC=C1)[Si](C)(C)C)F N-(4-{3-fluoro-4-[3-(2-fluoro-trimethylsilanyl-phenyl)-ureido]-phenoxymethyl}-pyridin-2-yl)-acetamide